N[C@@H]1CN(CCC1)C1=C(C=C(C=C1)NC1=NC=2N(C(=C1)NC1CC1)N=CC2)CS(=O)(=O)C (S)-5-((4-(3-Aminopiperidin-1-yl)-3-((methylsulfonyl)methyl)phenyl)amino)-7-(cyclopropylamino)pyrazolo[1,5-a]pyrimidin